6-(7-(8-ethyl-7-fluoro-3-(methoxymethoxy)naphthalen-1-yl)-6,8-difluoro-2-(((2R,7aS)-2-fluorohexahydro-1H-pyrrolizin-7a-yl)methoxy)quinazolin-4-yl)-1-oxa-6-azaspiro[3.5]nonane C(C)C=1C(=CC=C2C=C(C=C(C12)C1=C(C=C2C(=NC(=NC2=C1F)OC[C@]12CCCN2C[C@@H](C1)F)N1CC2(CCO2)CCC1)F)OCOC)F